6-amino-6-(2-fluoro-6-methylphenyl)-4-(3-methyl-1-(piperidin-4-yl)-1H-pyrazol-4-yl)isoquinolin-7-oneNitrile NC1(C=C2C(=CN=C(C2=CC1=O)C#N)C=1C(=NN(C1)C1CCNCC1)C)C1=C(C=CC=C1C)F